1-amino-1'-(8-((2-amino-3-chloropyridin-4-yl)thio)-[1,2,4]triazolo[4,3-c]pyrimidin-5-yl)-1,3-dihydrospiro[indene-2,4'-piperidine]-4-carbonitrile NC1C=2C=CC=C(C2CC12CCN(CC2)C2=NC=C(C=1N2C=NN1)SC1=C(C(=NC=C1)N)Cl)C#N